3-[3-(8-cyano-quinolin-5-yl)-5-methyl-piperidin-1-yl]-propionamide C(#N)C=1C=CC(=C2C=CC=NC12)C1CN(CC(C1)C)CCC(=O)N